NC(CCS(=O)(=O)O)([2H])[2H] 3-amino-3,3-dideutero-1-propanesulfonic acid